(R)-4-(3-ethoxycarbonyl-4-nitrophenyl)-3-ethylpiperidine-1-carboxylic acid tert-butyl ester C(C)(C)(C)OC(=O)N1C[C@@H](C(CC1)C1=CC(=C(C=C1)[N+](=O)[O-])C(=O)OCC)CC